benzyl (S)-5-(4-(benzyloxy)phenyl)-2-((tert-butoxycarbonyl)amino)-5-oxopentanoate C(C1=CC=CC=C1)OC1=CC=C(C=C1)C(CC[C@@H](C(=O)OCC1=CC=CC=C1)NC(=O)OC(C)(C)C)=O